ClC1=NC(=C(C(=O)O)C=C1)OC(F)(F)F 6-chloro-2-(trifluoromethoxy)nicotinic acid